BrC=1C(=NC(=NC1)Cl)NC(CNC(OCCCC)=O)C(C)C butyl N-[2-[(5-bromo-2-chloro-pyrimidin-4-yl)amino]-3-methyl-butyl]carbamate